FC1=C(C=CC(=C1N1CC(NS1(=O)=O)=O)O)C1=CC(=CC=C1)N1CCCC1 5-(2-fluoro-4-hydroxy-3'-(pyrrolidin-1-yl)-[1,1'-biphenyl]-3-yl)-1,2,5-thiadiazolidin-3-one 1,1-dioxide